FC1=C(C=C(C(=C1)C(F)(F)F)C1=NN(C=N1)C)NC(=O)N1C2C(CCCC1(C2)C(=O)O)C trans-7-((2-fluoro-5-(1-methyl-1H-1,2,4-triazol-3-yl)-4-(trifluoromethyl)phenyl)carbamoyl)-5-methyl-7-azabicyclo[4.1.1]octane-1-carboxylic acid